Cl.FC(C1=NC=CC(=C1)C1=C2CCCC(C2=CC=C1)CN)(F)F (5-(2-(trifluoromethyl)pyridin-4-yl)-1,2,3,4-tetrahydronaphthalen-1-yl)methanamine hydrochloride